NCC=1C=CC(=C(C(=O)NC(C)C2=CC(=NC(=C2)C=2C=NN(C2)C)C=2SC(=CC2)Cl)C1)C 5-(aminomethyl)-N-(1-(2-(5-chlorothiophen-2-yl)-6-(1-methyl-1H-pyrazol-4-yl)pyridin-4-yl)ethyl)-2-methylbenzamide